C(OCCCCO[Si](C)(C)C(C)(C)C)(OC1=CC=C(C=C1)[N+](=O)[O-])=O 4-[Tert-butyl(dimethyl)silyl]oxybutyl (4-nitrophenyl) carbonate